C=1(C(=CC=CC1)S(=O)(=O)O)C=CC=1C(=CC=CC1)S(=O)(=O)O 2,2'-stilbenedisulfonic acid